3-[[1,3-dihydroxy-2-(hydroxymethyl)propan-2-yl]amino]-2-hydroxypropane OCC(CO)(CO)NCC(C)O